racemic-1-phenyl-1-(pyridin-2-yl)ethan-1-ol C1(=CC=CC=C1)[C@@](C)(O)C1=NC=CC=C1 |r|